6-acetyl-8-cyclopentyl-2-[[5-[4-[[6-(hydroxymethyl)-3-pyridyl]methyl]piperazin-1-yl]-2-pyridyl]amino]-5-methyl-pyrido[2,3-d]pyrimidin-7-one C(C)(=O)C1=C(C2=C(N=C(N=C2)NC2=NC=C(C=C2)N2CCN(CC2)CC=2C=NC(=CC2)CO)N(C1=O)C1CCCC1)C